C(C)(C)(C)N(C(=O)O[C@H]1CN(CC1)C=1N=NC=C(C1)C1=NN(C2=CC=C(C=C12)OC(C)C)C(C1=CC=CC=C1)(C1=CC=CC=C1)C1=CC=CC=C1)CCC1=C(C(=C(C(=C1F)F)S(=O)(=O)C)F)F (R)-1-(5-(5-isopropoxy-1-trityl-1H-indazol-3-yl)pyridazin-3-yl)pyrrolidin-3-ol tert-butyl-(2,3,5,6-tetrafluoro-4-(methylsulfonyl)phenethyl)carbamate